ClC=1C=C(C=C(C1)C)N1N=CC(=C1)[C@@H](C(=O)NC1=NNC(=C1)C1CC1)C (S)-2-(1-(3-chloro-5-methylphenyl)-1H-pyrazol-4-yl)-N-(5-cyclopropyl-1H-pyrazol-3-yl)propanamide